(2S)-1-(4-cyanopyrimidin-2-yl)-N-(1-((4,4-difluorocyclohexyl)carbamoyl)-2,3-dihydro-1H-inden-1-yl)-N-(3,5-difluorophenyl)-5-oxopyrrolidine-2-carboxamide C(#N)C1=NC(=NC=C1)N1[C@@H](CCC1=O)C(=O)N(C1=CC(=CC(=C1)F)F)C1(CCC2=CC=CC=C12)C(NC1CCC(CC1)(F)F)=O